CC1=C(C2=C(N=N1)SC1=C2N=CN=C1NCC1=C(C=C(C=C1)C(C)(C)O)C)C 2-[4-[[(3,4-dimethylpyrimidino[4',5':4,5]thieno[2,3-c]pyridazin-8-yl)amino]methyl]-3-methyl-phenyl]propan-2-ol